CN(C(=O)C=1C(=CC(N(C1)CC1(C(CN(CC1)C(=O)OC(C)(C)C)(C)C)O)=O)C1=CC=CC=C1)C tert-Butyl 4-((5-(dimethylcarbamoyl)-2-oxo-4-phenylpyridin-1(2H)-yl)methyl)-4-hydroxy-3,3-dimethylpiperidine-1-carboxylate